dipropione sodium [Na].CCC(=O)CC.CCC(=O)CC